(S)-N-(2-methyl-3-((1-phenyl-1H-tetrazol-5-yl)sulfonyl)propyl)pyrrolidine-1-carboxamide C[C@@H](CNC(=O)N1CCCC1)CS(=O)(=O)C1=NN=NN1C1=CC=CC=C1